6-(2-(2-fluoro-3-(trifluoromethyl)phenyl)-2-hydroxyacetyl)-2-(1-(3-fluorophenyl)cyclopropyl)-5,6,7,8-tetrahydropyrido[4,3-d]pyrimidin-4(3H)-one FC1=C(C=CC=C1C(F)(F)F)C(C(=O)N1CC2=C(N=C(NC2=O)C2(CC2)C2=CC(=CC=C2)F)CC1)O